COC=1C=C(C=CC1[N+](=O)[O-])N1CCC(CC1)[C@H]1[C@@H](C1)C#CC1=C2CN(C(C2=CC=C1)=O)C1C(NC(CC1)=O)=O 3-(4-{2-[(1R,2S)-2-[1-(3-methoxy-4-nitrophenyl)piperidin-4-yl]cyclopropyl]ethynyl}-1-oxo-3H-isoindol-2-yl)piperidine-2,6-dione